3-n-butyl thioether CCC(C)SC(CC)C